3-[2-[4-[5-[tert-butyl(dimethyl)silyl]oxy-1-tetrahydropyran-2-yl-indazol-3-yl]thiazol-2-yl]ethoxycarbonylamino]propyl methanesulfonate CS(=O)(=O)OCCCNC(=O)OCCC=1SC=C(N1)C1=NN(C2=CC=C(C=C12)O[Si](C)(C)C(C)(C)C)C1OCCCC1